dioctyltin diisooctyl-malate C(CCCCC(C)C)OC(C(O)CC(=O)OCCCCCC(C)C)=O.C(CCCCCCC)[Sn]CCCCCCCC